C(C)(=O)N1CCP(CC1)(=O)C1=CC2=C(N=C(N=C2O)C)C=N1 1-acetyl-4-(4-hydroxy-2-methylpyrido[3,4-d]pyrimidin-6-yl)-1,4lambda5-azaphosphinan-4-one